OCCOC=1C=CC(=NC1)COC=1C=CC2=C(C(=C(O2)C)C(=O)NC2(CCOCC2)CO)C1 5-((5-(2-hydroxyethoxy)pyridin-2-yl)methoxy)-N-(4-(hydroxymethyl)tetrahydro-2H-pyran-4-yl)-2-methylbenzofuran-3-carboxamide